ClC1=C(C(N(C(N1CC#CC1=CC(=CC=C1)O)=O)C)=O)NC(=O)C1CC1 N-(6-chloro-1-(3-(3-hydroxyphenyl)prop-2-yn-1-yl)-3-methyl-2,4-dioxo-1,2,3,4-tetrahydropyrimidin-5-yl)cyclopropanecarboxamide